C(C)[SH+]CCC Ethyl-n-propylsulfonium